FC1=C(C(=CC=C1)[N+](=O)[O-])NC1CCN(CC1)C(CC1=CC=C(C=C1)C(F)(F)F)=O 1-(4-((2-fluoro-6-nitrophenyl)amino)piperidin-1-yl)-2-(4-(trifluoromethyl)phenyl)ethan-1-one